CC1=CC=C(O1)CNC=1C2=C(N=C(N1)C1=NC=CC=C1)SC=C2C2=CC=CC=C2 N-((5-methylfuran-2-yl)methyl)-5-phenyl-2-(pyridin-2-yl)thieno[2,3-d]pyrimidin-4-amine